C(C1CO1)OCC1CO1 2,3-epoxypropyl ether